N-[4-(3-bromo-5-cyclopropyl-4-oxo-4,5,6,7-tetrahydro-1H-pyrrolo[3,2-c]pyridin-2-yl)pyridin-2-yl]-4,4-difluoro-2-(4-fluorophenyl)butanamide BrC1=C(NC2=C1C(N(CC2)C2CC2)=O)C2=CC(=NC=C2)NC(C(CC(F)F)C2=CC=C(C=C2)F)=O